FC1=C2C=CC=NC2=CC(=C1C(C)N1C=NC=2C1=NC(=CN2)C2=CC=C(C#N)C=C2)F 4-(1-(1-(5,7-difluoroquinolin-6-yl)ethyl)-1H-imidazo[4,5-b]pyrazin-6-yl)benzonitrile